ClC=1C=C(C=CC1)C1=NC(=NC=C1S(=O)(=O)C)NC(\C(=C(\C=1C=NOC1C)/O)\C#N)=O (Z)-N-(4-(3-chlorophenyl)-5-(methylsulfonyl)pyrimidin-2-yl)-2-cyano-3-hydroxy-3-(5-methylisoxazol-4-yl)acryl-amide